C(CC)C=1C=C(C=CC1C1(C(C(=C(C2=CC=CC=C12)N)\N=N\[H])N)S(=O)(=O)O)C1=CC(=C(C=C1)C1(C(C(=C(C2=CC=CC=C12)N)\N=N\[H])N)S(=O)(=O)O)CCC 1,1'-(3,3'-dipropyl[1,1'-biphenyl]-4,4'-diyl)bis{2,4-diamino-3-[(E)-diazenyl]naphthalene-1-sulfonic acid}